C1=CC=CC=2SC3=CC=CC=C3NC12.[NH+]1=CC=CC=C1 pyridinium compound with phenothiazine